CC1=C(N)C(=CC(=C1)B1OC(C(O1)(C)C)(C)C)[N+](=O)[O-] 2-methyl-6-nitro-4-(4,4,5,5-tetramethyl-1,3,2-dioxaborolan-2-yl)aniline